4-(6-((1-(4-iodophenyl)-4-methyl-1H-1,2,3-triazol-5-yl)methoxy)pyridazin-3-yl)piperazin-2-one IC1=CC=C(C=C1)N1N=NC(=C1COC1=CC=C(N=N1)N1CC(NCC1)=O)C